BrC1=C(C=C(C=C1)C(CCCCCCC)=O)Cl 1-(4-bromo-3-chloro-phenyl)octan-1-one